N1=CC(=CC=C1)CSCCSCCCSCCSCC=1C=NC=CC1 1,13-bis(3-pyridyl)-2,5,9,12-tetrathiatridecane